methyl 3-chloro-5-(2-chloro-8,8-dimethyl-7,8-dihydro-6H-cyclopenta[e]pyrazolo[1,5-a]pyrimidine-6-carboxamido)picolinate ClC=1C(=NC=C(C1)NC(=O)C1CC(C2=C1C=NC=1N2N=C(C1)Cl)(C)C)C(=O)OC